NCC1=CC=C(C=C1)NC(=O)C1=CC2=C(OCCC3=C2SC=C3)C=C1C1=C(CCCC1)C(=O)O 2-(9-((4-(aminomethyl)phenyl)carbamoyl)-4,5-dihydrobenzo[b]thieno[2,3-d]oxepin-8-yl)cyclohex-1-ene-1-carboxylic acid